BrC=1C(=C2C(=NN(C(C2=CC1)=O)CC(=O)NC1=NC=C(C=N1)F)C)F 2-(6-bromo-5-fluoro-4-methyl-1-oxophthalazin-2-yl)-N-(5-fluoropyrimidin-2-yl)acetamide